[N+](=O)([O-])C=1C=C(C=CC1)NC=1OC2=C(N1)C=C(C=C2)C(=O)OCC Ethyl 2-((3-nitrophenyl)amino)benzo[d]oxazole-5-carboxylate